N-[3-chloro-4-[(3,3-difluorocyclobutyl)methoxy]-2-fluoro-phenyl]-6-[(3S)-pyrrolidin-3-yl]oxy-pyrido[3,2-d]pyrimidin-4-amine ClC=1C(=C(C=CC1OCC1CC(C1)(F)F)NC=1C2=C(N=CN1)C=CC(=N2)O[C@@H]2CNCC2)F